B([O-])(O)O.ClC=1C(=C(C(C(=O)O)=CC1)O)Cl.[Li+] lithium dichlorosalicylate borate